3-Cyclopropyl-N6-(2-fluoro-4-(methylsulfonyl)phenyl)-N6-methyl-N2-(5-methyl-1-(tetrahydro-2H-pyran-2-yl)-1H-pyrazol-3-yl)-4-(1-methyl-1H-pyrazol-4-yl)pyridine-2,6-diamine C1(CC1)C=1C(=NC(=CC1C=1C=NN(C1)C)N(C)C1=C(C=C(C=C1)S(=O)(=O)C)F)NC1=NN(C(=C1)C)C1OCCCC1